N-(β-aminoethyl)-β-aminoethyltrimethoxysilane NCCNCC[Si](OC)(OC)OC